CN1CC=2C=CC(=C(OC=3C=CC=C(C[C@@H]4N(C1=O)CC[C@@H]4NS(=O)(=O)C)C3)N2)C N-[(15aS,16S)-2,7-dimethyl-1-oxo-2,3,15a,16,17,18-hexahydro-1H,15H-4,8-(azeno)-10,14-(metheno)pyrrolo[1,2-j][1,8,10]oxadiazacycloheptadecin-16-yl]methanesulfonamide